C(CCCCCCC)N(CCCCCCCC)CC N,N-dioctylethylamine